4-chloro-N-(8-quinolyl)pyridine-2-carboxamide ClC1=CC(=NC=C1)C(=O)NC=1C=CC=C2C=CC=NC12